NC1=CC(=C(C=C1)C1=CN=C(S1)N1CCN(CC1)C(=O)OC(C)C)S(NC(C)(C)C)(=O)=O isopropyl 4-[5-[4-amino-2-(tert-butylsulfamoyl)phenyl]thiazol-2-yl]piperazine-1-carboxylate